2-carbamoyl-4,6,7,8-tetrahydropyrazolo[1,5-a][1,4]diazepine C(N)(=O)C1=NN2C(CNCCC2)=C1